benzyl 4-(1-(tert-butyloxycarbonyl)piperidine-4-carbonyl)piperazine-1-carboxylate C(C)(C)(C)OC(=O)N1CCC(CC1)C(=O)N1CCN(CC1)C(=O)OCC1=CC=CC=C1